1-tert-butoxy-carbonyl-piperidine-4-carboxylic acid C(C)(C)(C)OC(=O)N1CCC(CC1)C(=O)O